FC(C(=O)N1CCC(=CC1)C=1C(=NC=CC1)OC=1C=NC(=CC1)C(F)(F)F)=C 2-fluoro-1-(2-((6-(trifluoromethyl)pyridin-3-yl)oxy)-3',6'-dihydro-[3,4'-bipyridin]-1'(2'H)-yl)prop-2-en-1-one